2-[(1-methyl-1H-pyrazol-4-yl)amino]-4-[[(tetrahydro-2H-pyran-4-yl)methyl]amino]pyrimidine-5-carboxamide CN1N=CC(=C1)NC1=NC=C(C(=N1)NCC1CCOCC1)C(=O)N